ON=C(N)C=1C=NC(=NC1)N1C2CN(C(C1)C2)C(=O)OC(C)(C)C tert-butyl 5-(5-(N'-hydroxycarbamimidoyl)pyrimidin-2-yl)-2,5-diazabicyclo[2.2.1]heptane-2-carboxylate